(4-((R)-2,2-difluoro-7-((5-methoxy-7-methyl-1H-indol-4-yl)methyl)-7-azaspiro[3.5]nonan-6-yl)benzoyl)-D-proline FC1(CC2(C1)C[C@@H](N(CC2)CC2=C1C=CNC1=C(C=C2OC)C)C2=CC=C(C(=O)N1[C@H](CCC1)C(=O)O)C=C2)F